tert-butyl (((2-(2,6-dioxopiperidin-3-yl)-1-oxoisoindolin-5-yl)amino)methyl)piperidine-1-carboxylate O=C1NC(CCC1N1C(C2=CC=C(C=C2C1)NCC1N(CCCC1)C(=O)OC(C)(C)C)=O)=O